1-tertiary butyl-2-methoxy-4-methyl-3,5-dinitrobenzene C(C)(C)(C)C1=C(C(=C(C(=C1)[N+](=O)[O-])C)[N+](=O)[O-])OC